1-Ethyl-2,2,3,4,4-Pentamethyl-phosphetan-1-oxid C(C)P1(C(C(C1(C)C)C)(C)C)=O